ClC1=NC=CC(=N1)C=1C2=C(N(N=C2C=C(C1)NC)C)C (2-chloropyrimidin-4-yl)-N,2,3-trimethyl-2H-indazole-6-amine